OCCN(CCC(=O)OC)CCC(=O)OC N-(2-hydroxyethyl)-bis[2-(methoxycarbonyl)ethyl]amine